[Cl-].OC(COCC(OCC(C[N+](C)(C)C)O)CCO)C[N+](C)(C)C.[Cl-] 2-hydroxyethyl-2-[2-hydroxy-3-(trimethylammonio)-propoxy]ethyl 2-hydroxy-3-(trimethylammonio)propyl ether Chloride